CC1C2=C(C3=C(C(O1)=S)C=CC=C3)C=CC=C2 7-methyldibenzo[c,e]oxepine-5(7H)-thione